FC1(CNCC[C@H]1C1=C(C=C(NC2C(NC(CC2)=O)=O)C=C1)F)F 3-[4-[(4s)-3,3-difluoro-4-piperidyl]-3-fluoro-anilino]piperidine-2,6-dione